ClC=1C=C(CN2C(C(C3=CC(=CC=C23)NC(CC2=CC=CC=C2)=O)=O)=O)C=CC1Cl N-(1-(3,4-dichlorobenzyl)-2,3-diketoindol-5-yl)phenylacetamide